OCCCOC1=CC=C(C(=O)O)C=C1OC 4-(3-hydroxypropoxy)-5-methoxy-benzoic Acid